(4-((6,7-dimethoxyquinazolin-4-yl)oxy)phenyl)-2-oxo-1-phenyl-1,2,4,5,6,7-hexahydropyrazolo[1,5-a]pyridine-3-carboxamide COC=1C=C2C(=NC=NC2=CC1OC)OC1=CC=C(C=C1)C1C=2N(CCC1)N(C(C2C(=O)N)=O)C2=CC=CC=C2